N1CCC(CC1)N1C(C2=C(C=C1)C=CS2)=O 6-(piperidin-4-yl)thieno[2,3-c]pyridin-7(6H)-one